FC=1C=C(C=CC1F)C1=NC2=C(N1C)C=C(C=C2)C2=CC=C(CN1CCC(CC1)N(C)C)C=C2 1-(4-(2-(3,4-Difluorophenyl)-1-methyl-1H-benzo[d]imidazol-6-yl)benzyl)-N,N-dimethylpiperidin-4-amin